2-acetamidofluorene C(C)(=O)NC1=CC=2CC3=CC=CC=C3C2C=C1